N[C@@H]1[C@@H](OCC12CCN(CC2)C=2NC(C1=C(N2)NC=C1NC1=C(C(=CC=C1)Cl)Cl)=O)C 2-((3S,4S)-4-amino-3-methyl-2-oxa-8-azaspiro[4.5]decan-8-yl)-5-((2,3-dichlorophenyl)amino)-3,7-dihydro-4H-pyrrolo[2,3-d]pyrimidin-4-one